CC1=C(OCC(=O)O)C=CC(=C1)CN1N=CN(C1=O)C1=CC=C(C=C1)C(F)(F)F 2-(2-methyl-4-((5-oxo-4-(4-(trifluoromethyl)phenyl)-4,5-dihydro-1H-1,2,4-triazol-1-yl)methyl)phenoxy)acetic acid